CC1=C(C(=CC=C1)C)C1=CC(=CC=C1)[C@H](CC(=O)O)NC(=O)NC=1C(CC=2CCNC2C1O)=O (S)-3-(2',6'-dimethylbiphenyl-3-yl)-3-(3-(7-hydroxy-5-oxo-1,2,3,5-tetrahydroindol-6-yl)ureido)propionic acid